O=C1C(CCCC1)S(=O)(=O)[O-] 2-oxocyclohexanesulfonate